4-(1-(4-(1,4-dimethyl-2-(4-(methylsulfonyl)phenyl)-1H-imidazo[4,5-c]pyridin-6-yl)phenethyl)piperidin-4-yl)morpholine CN1C(=NC=2C(=NC(=CC21)C2=CC=C(CCN1CCC(CC1)N1CCOCC1)C=C2)C)C2=CC=C(C=C2)S(=O)(=O)C